(5-(3-chlorobenzyl)pyridin-2-yl)-1-ethyl-6-oxo-1,6-dihydropyridazine-3-carboxamide ClC=1C=C(CC=2C=CC(=NC2)C=2C(=NN(C(C2)=O)CC)C(=O)N)C=CC1